FC(S(=O)(=O)OCC1(O[C@H]([C@H]([C@@H]1OC(C1=CC=CC=C1)(C1=CC=CC=C1)C1=CC=C(C=C1)OC)F)N1C(NC(C(=C1)F)=O)=O)COS(=O)(=O)C(F)(F)F)(F)F [(3R,4S,5R)-4-fluoro-5-(5-fluoro-2,4-dioxo-3H-pyrimidin-1-yl)-3-[(4-methoxyphenyl) diphenylmethoxy]-2-[(trifluoromethanesulfonyloxy) methyl]oxolan-2-yl]methyl trifluoromethanesulfonate